(2S)-2-{[7-bromo-2-(1-methyl-1H-pyrazol-4-yl)[1,2,4]triazolo[1,5-c]quinazolin-5-yl]amino}butanamide tert-butyl-2-{[2-(benzylamino)-3,4-dioxocyclobut-1-en-1-yl]amino}acetate C(C)(C)(C)OC(CNC1=C(C(C1=O)=O)NCC1=CC=CC=C1)=O.BrC1=CC=CC=2C=3N(C(=NC12)N[C@H](C(=O)N)CC)N=C(N3)C=3C=NN(C3)C